5-bromo-2-methoxybenzaldehyde oxime BrC=1C=CC(=C(C=NO)C1)OC